FC=1C=C2C(C(NC2=CC1)=O)(C)C 5-fluoro-3,3-dimethyl-indolin-2-one